S(=O)(=O)(O)CCCC(=C(C(=O)O)CC(=O)O)CCCS(=O)(=O)O bis(3-sulfopropyl)itaconic acid